bromo-1'-oxo-2',3'-dihydro-1'H-spiro[cyclopropane-1,4'-isoquinoline]-2-carboxamide BrN1C(C2=CC=CC=C2C2(C1)C(C2)C(=O)N)=O